C(=O)(O)[C@H](CC(=O)N1CC2=C(C(=CC(=C2C1C)Cl)OC)F)C 2-((S)-3-carboxybutanoyl)-4-chloro-7-fluoro-6-methoxy-3-methylisoindolin